6-(4-chloro-phenyl)-2-(thiophen-2-yl)-benzoxazole ClC1=CC=C(C=C1)C1=CC2=C(N=C(O2)C=2SC=CC2)C=C1